2-propenyl 2-methyl-2-propenoate CC(C(=O)OCC=C)=C